2-(benzyl-(methyl)amino)cyclohexane-1-one caffeyl-caffeate C(\C=C\C1=CC(O)=C(O)C=C1)OC(\C=C\C1=CC(O)=C(O)C=C1)=O.C(C1=CC=CC=C1)N(C1C(CCCC1)=O)C